N=1N2C(=C(C1)C1=CC=3C(=NC=C(C3)C(=O)NC=3C(=NC=C(C3)NC(=O)[C@H]3N(CC(C3)(C)C)C)C)N1)CCC2 (S)-2-(5,6-dihydro-4H-pyrrolo[1,2-b]pyrazol-3-yl)-N-(2-methyl-5-(1,4,4-trimethylpyrrolidine-2-carboxamido)pyridin-3-yl)-1H-pyrrolo[2,3-b]pyridine-5-carboxamide